2-(4-methoxyphenyl)-N-(pyridin-4-yl)-6-(p-tolyl)benzo[b]Thiophene-3-carboxamide COC1=CC=C(C=C1)C1=C(C2=C(S1)C=C(C=C2)C2=CC=C(C=C2)C)C(=O)NC2=CC=NC=C2